O[C@@H]1C[C@H](NC1)C(=O)N1CCN(CC1)C(=O)C1=C(C=C(C=C1)NC=1C=2N(C=CN1)C(=CN2)C=2C(=NN(C2)C)C(F)(F)F)C [4-[(2S,4R)-4-hydroxypyrrolidine-2-carbonyl]piperazin-1-yl]-[2-methyl-4-[[3-[1-methyl-3-(trifluoromethyl)pyrazol-4-yl]imidazo[1,2-a]pyrazin-8-yl]amino]phenyl]methanone